FC=1C=C(C=C(C1)F)[C@@H]1CC=NN1C(=O)N1CCN(CC1)C1=CC(=NC=C1F)C#N (S)-4-(4-(5-(3,5-difluorophenyl)-4,5-dihydro-1H-pyrazole-1-carbonyl)piperazin-1-yl)-5-fluoro-2-cyanopyridine